C(C)N1C2=C(NC(C3=C1C=CC=C3C3=CC(=NC=C3)N3CCOCC3)=O)C=C(C=C2)OC(F)(F)F 5-Ethyl(2-morpholinopyridin-4-yl)-8-(trifluoromethoxy)-5,10-dihydro-11H-dibenzo[b,e][1,4]diazepin-11-one